(2-(5-cyclopropyl-3,6-dimethoxypyridin-2-yl)ethyl)carbamic acid tert-butyl ester C(C)(C)(C)OC(NCCC1=NC(=C(C=C1OC)C1CC1)OC)=O